C1(CCC1)N1C(=CC2=CC=C(C=C12)C#C[Si](C)(C)C)C1=CC=C(C=C1)NC(OC(C)(C)C)=O tert-butyl (4-(1-cyclobutyl-6-((trimethylsilyl)ethynyl)-1H-indol-2-yl)phenyl)carbamate